(2-(Difluoromethoxy)phenyl)(phenyl)methanone FC(OC1=C(C=CC=C1)C(=O)C1=CC=CC=C1)F